OCCOC1=CC(=CC=C1)OCCO 1,3-bis(2-hydroxyethoxy)benzene